2-bromo-2-(2,6-dibromophenyl)acetaldehyde BrC(C=O)C1=C(C=CC=C1Br)Br